NC1=NC=CC(=C1C#CC1=CC=C(C=C1)N)C=1C=CC(=C(C#N)C1)F 5-(2-amino-3-((4-aminophenyl)ethynyl)pyridin-4-yl)-2-fluorobenzonitrile